Ethyl 3-ethyl-6-(furan-2-ylmethyl)-2-methyl-3,6-dihydro-2H-1,2,6-thiadiazine-4-carboxylate 1,1-dioxide C(C)C1N(S(N(C=C1C(=O)OCC)CC=1OC=CC1)(=O)=O)C